6-(Naphthalene-2-ylsulfonyl)-2-(pyridin-2-yl)-4,5,6,7-tetrahydro-2H-pyrazolo[3,4-c]pyridin-3-ol C1=C(C=CC2=CC=CC=C12)S(=O)(=O)N1CC=2C(CC1)=C(N(N2)C2=NC=CC=C2)O